(3-Acetyl-9-(8-iodoimidazo[1,2-c]pyrimidin-5-yl)-3,9-diazaspiro[5.5]undec-1-yl)carbamic acid tert-butyl ester C(C)(C)(C)OC(NC1CN(CCC12CCN(CC2)C2=NC=C(C=1N2C=CN1)I)C(C)=O)=O